2-(4-chlorophenoxy)-5-hydroxy-8-chloro-1,7-naphthyridine ClC1=CC=C(OC2=NC3=C(N=CC(=C3C=C2)O)Cl)C=C1